ClC1=CC=C(C=C1)N(S(=O)(=O)C)C#CC1=CC=CC=C1 N-(4-chlorophenyl)-N-(phenylethynyl)methanesulfonamide